N-(4-((1r,4r)-4-aminocyclohexyl)phenyl)-4-fluoroisoindoline-2-carboxamide hydrochloride Cl.NC1CCC(CC1)C1=CC=C(C=C1)NC(=O)N1CC2=CC=CC(=C2C1)F